tert-Butyl N-tert-butoxycarbonyl-N-[(E)-4-chlorobut-2-enyl]carbamate C(C)(C)(C)OC(=O)N(C(OC(C)(C)C)=O)C\C=C\CCl